7-(2,8-dimethyl-imidazo[1,2-b]Pyridazin-6-yl)thiazolo[3,2-a]Pyrimidin-5-one CC=1N=C2N(N=C(C=C2C)C=2N=C3N(C(C2)=O)C=CS3)C1